O[C@]1(C(CN2CCN(CC2)C2=NC(=NC(=C2)N2CCCC2)N2CCCC2)=O)CC[C@H]2[C@@H]3C[C@@H](C4=CC(C=C[C@]4(C)C3=CC[C@]12C)=O)C 17α-hydroxy-6α-methyl-21-[4-[2,6-bis-(1-pyrrolidinyl)-4-pyrimidinyl]-1-piperazinyl]pregna-1,4,9(11)-triene-3,20-dione